(R)-1-((2-((S)-1-amino-2,2-dicyclopropylethyl)benzo[d]oxazol-5-yl)methyl)-5-(trifluoromethyl)imidazolidin-2-one N[C@@H](C(C1CC1)C1CC1)C=1OC2=C(N1)C=C(C=C2)CN2C(NC[C@@H]2C(F)(F)F)=O